BrC1=CC=C(C=C1)C(CCC)NC 1-(4-bromophenyl)-N-methylbutan-1-amine